FC(C1CCN(CC1)C1=CC=C(C=C1)C1(CC2(C1)CC(C2)N)N)(F)F 2-(4-(4-(trifluoromethyl)piperidin-1-yl)phenyl)spiro[3.3]heptane-2,6-diamine